(9H-fluoren-9-yl)methyl (16-(4-amino-2-butyl-1H-imidazo[4,5-c]quinolin-1-yl)-15,15-dimethyl-12-oxo-3,6,9-trioxa-13-azahexadecyl)carbamate NC1=NC=2C=CC=CC2C2=C1N=C(N2CC(CNC(CCOCCOCCOCCNC(OCC2C1=CC=CC=C1C=1C=CC=CC21)=O)=O)(C)C)CCCC